4-(4-trifluoromethoxy-3-methylphenyl)-1(2H)-phthalazinone FC(OC1=C(C=C(C=C1)C1=NNC(C2=CC=CC=C12)=O)C)(F)F